[Si]=O.[Al].[Li] lithium-aluminium-silicon oxide